2-(difluoromethyl)-5-(6-((4-(2-methyl-1,2,3,4-tetrahydroisoquinolin-6-yl)-1H-1,2,3-triazol-1-yl)methyl)pyridin-3-yl)-1,3,4-oxadiazole FC(C=1OC(=NN1)C=1C=NC(=CC1)CN1N=NC(=C1)C=1C=C2CCN(CC2=CC1)C)F